N-{1-[(2,2-difluorocyclopropyl)methyl]-3-methoxy-1H-pyrazol-4-yl}-2-(1H-pyrazol-4-yl)-1,3-thiazole-4-carboxamide FC1(C(C1)CN1N=C(C(=C1)NC(=O)C=1N=C(SC1)C=1C=NNC1)OC)F